N=1C=NN2C=NC(=CC21)OC2=C(C=C(C=C2)NC2=NC=NC1=CC=C(C(=C21)N2[C@H]1CCN([C@H]1C2)C)OC([2H])([2H])[2H])C N-(4-([1,2,4]triazolo[1,5-c]pyrimidin-7-yloxy)-3-methylphenyl)-6-(methoxy-d3)-5-((1S,5S)-2-methyl-2,6-diazabicyclo[3.2.0]heptan-6-yl)quinazolin-4-amine